(2,4,6-trioxo-1,3,5-triazinane-1,3,5-triyl)tris(ethane-2,1-diyl) tris(3-(ditetradecylamino)propanoate) C(CCCCCCCCCCCCC)N(CCC(=O)OCCN1C(N(C(N(C1=O)CCOC(CCN(CCCCCCCCCCCCCC)CCCCCCCCCCCCCC)=O)=O)CCOC(CCN(CCCCCCCCCCCCCC)CCCCCCCCCCCCCC)=O)=O)CCCCCCCCCCCCCC